2-(4-(1-(1-(5,7-difluoroquinolin-6-yl)ethyl)-1H-imidazo[4,5-b]pyrazin-6-yl)-1H-pyrazol-1-yl)ethan-1-ol FC1=C2C=CC=NC2=CC(=C1C(C)N1C=NC=2C1=NC(=CN2)C=2C=NN(C2)CCO)F